ClC1=NC=2N[C@](C(NC2C=N1)=O)(C)CC (7R)-2-chloro-7-ethyl-7-methyl-7,8-dihydropteridin-6(5H)-one